COC1=C(C=CC(=C1)N1N=CC=C1)C1=CC=C(N=N1)C1=CCN(CC1)C(=O)OC(C)(C)C tert-Butyl 4-(6-(2-methoxy-4-(1H-pyrazol-1-yl)phenyl)pyridazin-3-yl)-5,6-dihydropyridine-1(2H)-carboxylate